4-(4-((4-((3-(cyclobutanecarboxamido)propyl)amino)-5-(trifluoromethyl)pyrimidin-2-yl)amino)-3-methyl-1H-pyrazol-1-yl)piperidine C1(CCC1)C(=O)NCCCNC1=NC(=NC=C1C(F)(F)F)NC=1C(=NN(C1)C1CCNCC1)C